COC(=O)N1C[C@H](CC1)NC=1C2=C(N=C(N1)N1CC(C1)C1=CC=CC=C1)CC[S@]2=O (3S)-3-(((5R)-5-oxo-2-(3-phenylazetidin-1-yl)-6,7-dihydrothieno[3,2-d]pyrimidin-4-yl)amino)pyrrolidine-1-carboxylic acid methyl ester